N1(CCCC1)C1C(C(=NO1)C(=O)OCC)CC(F)(F)F Ethyl 5-(pyrrolidin-1-yl)-4-(2,2,2-trifluoroethyl)-4,5-dihydroisoxazole-3-carboxylate